The molecule is an EpETE(1-) that is the conjugate base of (5Z,11Z,14Z,17Z)-8,9-epoxyicosatetraenoic acid, obtained by deprotonation of the carboxy group; major species at pH 7.3. It derives from an all-cis-5,8,11,14,17-icosapentaenoate. It is a conjugate base of a (5Z,11Z,14Z,17Z)-8,9-epoxyicosatetraenoic acid. CC/C=C\\C/C=C\\C/C=C\\CC1C(O1)C/C=C\\CCCC(=O)[O-]